(4-methylpiperazin-1-yl)(3-(4-(4-methylpiperazin-1-yl)quinazolin-6-yl)-1H-pyrrolo[2,3-b]pyridin-5-yl)methanone CN1CCN(CC1)C(=O)C=1C=C2C(=NC1)NC=C2C=2C=C1C(=NC=NC1=CC2)N2CCN(CC2)C